tert-butyl 5-[6-(methoxycarbonyl)-2-(methylamino)pyridin-3-yl]-6-azaspiro[2.5]oct-4-ene-6-carboxylate COC(=O)C1=CC=C(C(=N1)NC)C1=CC2(CC2)CCN1C(=O)OC(C)(C)C